4-fluoro-3-(2-{[(4-fluorophenyl)cyclobutyl]amino}pyrimidin-5-yl)benzamide methyl-2-((4-chloro-2-formylphenyl)amino)-5-fluoro-4-(trifluoro-methyl)benzoate COC(C1=C(C=C(C(=C1)F)C(F)(F)F)NC1=C(C=C(C=C1)Cl)C=O)=O.FC1=C(C=C(C(=O)N)C=C1)C=1C=NC(=NC1)NC1(CCC1)C1=CC=C(C=C1)F